(S)-1-((4-cyclopropyl-6-((3'-(4-cyclopropyl-5-formylpicolinamido)-2,2'-dimethyl-[1,1'-biphenyl]-3-yl)carbamoyl)pyridin-3-yl)methyl)piperidine-2-carboxylic acid C1(CC1)C1=C(C=NC(=C1)C(NC=1C(=C(C=CC1)C1=C(C(=CC=C1)NC(C1=NC=C(C(=C1)C1CC1)C=O)=O)C)C)=O)CN1[C@@H](CCCC1)C(=O)O